(+)-hydroxyureidofulvene ONC(NC1=CC=CC1=C)=O